N,4-dimethyl-N-(2-(methylamino)ethyl)benzenesulfonamide CN(S(=O)(=O)C1=CC=C(C=C1)C)CCNC